ClC=1C=C(C=C(C1OC1=CN(C(C=C1)=O)C1=CC(=CC=C1)C)Cl)N1N=C(C(NC1=O)=O)C#N 2-(3,5-Dichloro-4-((6-oxo-1-(3-methylphenyl)-1,6-dihydropyridin-3-yl)oxy)phenyl)-3,5-dioxo-2,3,4,5-tetrahydro-1,2,4-triazine-6-carbonitrile